2-(2-aminopyridin-3-yl)-1-(4-((4-((2-cyanopyrimidin-4-yl)amino)piperidin-1-yl)methyl)phenyl)-1H-imidazo[4,5-c]pyridine-6-carbonitrile NC1=NC=CC=C1C=1N(C2=C(C=NC(=C2)C#N)N1)C1=CC=C(C=C1)CN1CCC(CC1)NC1=NC(=NC=C1)C#N